methyl 5-[(4-anilino-5-methyl-pyrimidin-2-yl)-(trifluoromethylsulfonyl) amino]-3-ethyl-2-(trifluoromethylsulfonyloxy)benzoate N(C1=CC=CC=C1)C1=NC(=NC=C1C)N(C=1C=C(C(=C(C(=O)OC)C1)OS(=O)(=O)C(F)(F)F)CC)S(=O)(=O)C(F)(F)F